C(\C=C(/C)\CCC=C(C)C)C=1C(C=C(C(C1CCCCC)=O)O)=O 2-geranyl-5-hydroxy-3-n-pentyl-1,4-benzoquinone